2,6-dimethoxybenzoyl-butyl-phosphine oxide COC1=C(C(=O)P(CCCC)=O)C(=CC=C1)OC